4-(3-((((1R,3R)-3-aminocyclohexyl)methyl)amino)-1-(2-isopropyl-2H-indazol-5-yl)-1H-pyrazol-5-yl)-2-fluorobenzonitrile N[C@H]1C[C@@H](CCC1)CNC1=NN(C(=C1)C1=CC(=C(C#N)C=C1)F)C1=CC2=CN(N=C2C=C1)C(C)C